2-acetyl-8-(5-chloro-3-fluoropyridin-2-yl)-5-(4-(trifluoromethyl)benzyl)-2,5,8-triazaspiro[3.5]nonane-6,9-dione C(C)(=O)N1CC2(C1)N(C(CN(C2=O)C2=NC=C(C=C2F)Cl)=O)CC2=CC=C(C=C2)C(F)(F)F